NCC1=C(C=CC=C1Cl)N1N=C(C=C1)C(C)(C)O 2-(1-(2-(aminomethyl)-3-chlorophenyl)-1H-pyrazol-3-yl)propan-2-ol